CN(CCCNC1=NC(=NC=C1F)NC(=O)NC1=CC2=CC=CC=C2C=C1)C 1-(4-((3-(dimethylamino)propyl)amino)-5-fluoropyrimidin-2-yl)-3-(naphthalen-2-yl)urea